2-[5-bromo-4-(4-fluorophenyl)imidazol-1-yl]Acetic acid BrC1=C(N=CN1CC(=O)O)C1=CC=C(C=C1)F